ClC=1C=C2C(=CN(C2=CC1Cl)S(=O)(=O)C1=CC=C(C)C=C1)I 5,6-dichloro-3-iodo-1-p-toluenesulfonyl-1H-indole